5-(5-(2-hydroxypyridin-4-yl)pyrimidin-2-yl)-2-(isopropylamino)benzonitrile OC1=NC=CC(=C1)C=1C=NC(=NC1)C=1C=CC(=C(C#N)C1)NC(C)C